C(#N)N1C(CCC1)C cyano-2-methyl-pyrrolidine